NCC=1C=CC(=NC1)C1=C(C=C(C#N)C=C1)C(=O)C1=C(N=C(S1)N1CCOCC1)C 4-[5-(aminomethyl)pyridin-2-yl]-3-(4-methyl-2-morpholin-4-yl-1,3-thiazole-5-carbonyl)benzonitrile